C(CCCCC)C(COC(CCCCCCCl)=O)CCCCCCCC.FC(C(=O)N1CC(C1)N1N=C(C=2N=C(N=C(C21)OC)C)C2=CC=C(C=C2)C(F)(F)F)=C 2-fluoro-1-(3-(7-methoxy-5-methyl-3-(4-(trifluoromethyl)phenyl)-1H-pyrazolo[4,3-d]pyrimidin-1-yl)azetidin-1-yl)propan-2-en-1-one 2-hexyldecyl-7-chloroheptanoate